2-(5-cyclopropyl-4-fluoro-6-oxo-pyridazin-1-yl)acetic acid C1(CC1)C1=C(C=NN(C1=O)CC(=O)O)F